tert-butyl 6-(1-methyl-1H-pyrazol-4-yl)-3,4-dihydroquinoline-1(2H)-carboxylate CN1N=CC(=C1)C=1C=C2CCCN(C2=CC1)C(=O)OC(C)(C)C